zinc-gallium hydrochloride Cl.[Ga].[Zn]